C(CCCCCCCCCCCCCCCCC)OC(C(C)(C)C1=CC(=C(C(=C1)C(C)(C)C)O)C(C)(C)C)=O octadecyl-α-(4-hydroxy-3,5-di-t-butylphenyl)isobutyrate